C(C)(C)NC1=NC(=CC2=C1N=C(N=C2)NC2CC(C2)OC)C#N 8-(isopropylamino)-2-(((1r,3r)-3-methoxycyclobutyl)amino)pyrido[3,4-d]pyrimidine-6-carbonitrile